ClC1=CC(=C(COC2=CC=CC(=N2)C2=CC=C(CC3=NC4=C(N3CCOC)C=C(C=C4)C(=O)O)C=C2)C=C1)F 2-(4-(6-(4-Chloro-2-fluorobenzyloxy)pyridin-2-yl)benzyl)-1-(2-methoxyethyl)-1H-benzo[d]imidazole-6-carboxylic acid